N-{(1S)-2,2-difluoro-1-[4-({7-[(1S)-1-methoxyethyl]-2-methyl[1,3]thiazolo[5,4-b]pyridin-6-yl}amino)phenyl]ethyl}-1-(hydroxyacetyl)-N-methylpiperidine-4-carboxamide FC([C@H](C1=CC=C(C=C1)NC=1C(=C2C(=NC1)SC(=N2)C)[C@H](C)OC)N(C(=O)C2CCN(CC2)C(CO)=O)C)F